OC(C(=O)C(=O)C1=CC=CC=C1)(C)C 2-hydroxy-2,2-dimethylacetyl-phenyl-methanone